C1(=CC=CC2=CC3=CC=CC=C3C=C12)N Anthracen-amine